N1(N=CC=C1)CC1=C2CCCOC2=C(C(=C1)F)C#N 5-((1H-pyrazol-1-yl)methyl)-7-fluorochroman-8-carbonitrile